CP(C1=C2N=CC=NC2=CC=C1NC=1C2=C(N=C(N1)NC1=CC(=C(C=3CCOC31)N3CCC(CC3)N3CCOCC3)C=3C=NN(C3)C)NC=C2)(C)=O Dimethyl-(6-((2-((5-(1-methyl-1H-pyrazol-4-yl)-4-(4-morpholinopiperidin-1-yl)-2,3-dihydroBenzofuran-7-yl)amino)-7H-pyrrolo[2,3-d]pyrimidin-4-yl)amino)quinoxalin-5-yl)phosphine oxide